(2S)-2-(benzo[d]oxazol-2-yl(hydroxy)methyl)pyrrolidinium 2,2,2-trifluoroacetate FC(C(=O)[O-])(F)F.O1C(=NC2=C1C=CC=C2)C([C@H]2[NH2+]CCC2)O